NC1=C(N=C2N1C=CC=C2Br)C(=O)NC2=CC=CC=C2 3-amino-8-bromo-N-phenylimidazo[1,2-a]pyridine-2-carboxamide